1-(3-cyanophenyl)-N-(3-((cyclopropylmethoxy)(phenyl)methyl)-5-fluorophenyl)-3-(trifluoromethyl)-1H-pyrazole-5-carboxamide C(#N)C=1C=C(C=CC1)N1N=C(C=C1C(=O)NC1=CC(=CC(=C1)F)C(C1=CC=CC=C1)OCC1CC1)C(F)(F)F